1-(4-bromophenyl)-3-(trifluoromethyl)-5-methyl-pyrazole BrC1=CC=C(C=C1)N1N=C(C=C1C)C(F)(F)F